CC(C)(C1=CC=C(C=C1)O)C1=CC(=CC=C1)C(C)(C)C1=CC=C(C=C1)O 1,3-Bis[1-methyl-1-(4-hydroxyphenyl)ethyl]benzene